BrC=1C(=C2C(=NC1)CCC2)NC([O-])=O (3-Bromo-6,7-dihydro-5H-cyclopenta[b]pyridin-4-yl)carbamate